[N+](=O)([O-])C=1C=C(C=CC1)C=1N=C(SC1)N=NC1=C(NC2=CC=CC=C12)O 3-[[4-(3-nitrophenyl)-1,3-thiazol-2-yl]diazenyl]-1H-indol-2-ol